2,3,5,6-tetrabromophthalic acid BrC1(C(C(=O)O)C(=C(C=C1Br)Br)Br)C(=O)O